6-chloro-7-(2-fluoro-6-hydroxyphenyl)-1-methyl-4-((2S)-2-methyl-4-(2-propenoyl)-1-piperazinyl)pyrido[2,3-d]pyrimidin-2(1H)-one ClC1=CC2=C(N(C(N=C2N2[C@H](CN(CC2)C(C=C)=O)C)=O)C)N=C1C1=C(C=CC=C1O)F